C(C)(C)(C)OC(=O)NCCC(=O)C1C(C2=CC=C(C=C2C1=O)C(=O)C=1C=C2C(C(C(C2=CC1)=O)C(CCNC(OC(C)(C)C)=O)=O)=O)=O tert-butyl N-(3-{5-[2-(3-{[(tert-butoxy)carbonyl]amino} propanoyl)-1,3-dioxo-2,3-dihydro-1H-indene-5-carbonyl]-1,3-dioxo-2,3-dihydro-1H-inden-2-yl}-3-oxopropyl)carbamate